C(C)(C)(C)C1=CC=C(C=C1)C#CC(CCC(=O)C1=CC=CC=C1)CC(F)(F)F 6-(4-(tert-butyl)phenyl)-1-phenyl-4-(2,2,2-trifluoroethyl)hex-5-yn-1-one